NC1=NC(=C(C(=C1C#N)C1=CC(=CC=C1)C1=CC=NC=C1)C#N)N1CCCCC1 2-amino-6-(piperidin-1-yl)-4-(3-(pyridin-4-yl)phenyl)pyridine-3,5-dinitrile